O[C@@]1(CC[C@@]2([C@H]3CC[C@]4([C@H]([C@@H]3CC[C@@H]2C1)C[C@@H]4C(CN4N=NC=C4)=O)C)C)C 1-((1S,2aS,2bR,4aR,6R,8aS,8bS,10aS)-6-hydroxy-6,8a,10a-trimethylhexadecahydrocyclobuta[a]phenanthren-1-yl)-2-(1H-1,2,3-triazol-1-yl)ethan-1-one